1-methyl-1H-1,2,5,7-tetraazaindene CN1N=CC2=CN=CN=C12